FC(C1(CC1)CN1C=NC2=C1C=C(C=C2)C(=O)O)F 1-((1-(difluoromethyl)cyclopropyl)methyl)-1H-benzo[d]imidazole-6-carboxylic acid